(Z)-4-((2-(3-butyrylamino-4-methoxy-4-oxobutanoyl)phenyl)amino)-4-oxobut-2-enoic acid methyl ester COC(\C=C/C(=O)NC1=C(C=CC=C1)C(CC(C(=O)OC)NC(CCC)=O)=O)=O